C(C)(C)(C)OC(=O)N(C1=C(C=C2C(=N1)C=C(N2)C(=O)O)C)C(=O)OC(C)(C)C 5-[bis(tert-butoxycarbonyl)amino]-6-methyl-1H-pyrrolo[3,2-b]pyridine-2-carboxylic acid